3-(4-phenyl-2-oxo-oxazolidin-3-yl)-4-oxo-1,4-dihydroquinoline C1(=CC=CC=C1)C1N(C(OC1)=O)C1=CNC2=CC=CC=C2C1=O